3-Butenylthiocyanate C(CC=C)SC#N